ClC1=C(C=CC(=C1)F)C1=CNC(C2=CC(=CC=C12)[N+](=O)[O-])=O 4-(2-chloro-4-fluorophenyl)-7-nitroisoquinolin-1(2H)-one